(R)-1-(2,6-dichloro-4-(2-(4-(3-chloropropoxy)phenyl)propan-2-yl)phenoxy)-3-(ethylsulfonyl)propan-2-ol ClC1=C(OC[C@H](CS(=O)(=O)CC)O)C(=CC(=C1)C(C)(C)C1=CC=C(C=C1)OCCCCl)Cl